FC=1C=C2C(=CNC2=CC1)CCCNS(=O)(=O)C1=CC=C(C=C1)OCCCC1CCN(CC1)C N-(3-(5-fluoro-1H-indol-3-yl)propyl)-4-(3-(1-methylpiperidin-4-yl)propoxy)benzenesulfonamide